N-(4-phenyl-pyridin-2-yl)-5-(pyridin-2-yl)-1,3,4-oxadiazol-2-amine C1(=CC=CC=C1)C1=CC(=NC=C1)NC=1OC(=NN1)C1=NC=CC=C1